C1(=CC=CC=C1)[S+](C1=CC=C(C=C1)[S-](C1(C(C(=C(C(=C1F)F)F)F)F)[B-](C1=C(C(=C(C(=C1F)F)F)F)F)(C1=C(C(=C(C(=C1F)F)F)F)F)C1=C(C(=C(C(=C1F)F)F)F)F)C1=CC=C(C=C1)[S+](C1=CC=CC=C1)C1=CC=CC=C1)C1=CC=CC=C1 bis[4-(diphenylsulfonio)phenyl]sulfidotetrakis(pentafluorophenyl)borate